3-(5-(4-((1-(2-fluoro-4-(7-hydroxy-3-phenylchroman-4-yl)phenyl)piperidin-4-yl)methyl)piperazin-1-yl)-1-oxoisoindolin-2-yl)piperidine-2,6-dione FC1=C(C=CC(=C1)C1C(COC2=CC(=CC=C12)O)C1=CC=CC=C1)N1CCC(CC1)CN1CCN(CC1)C=1C=C2CN(C(C2=CC1)=O)C1C(NC(CC1)=O)=O